di(tert-butylamino)Silane tert-butyl-(2-(6-bromo-2,4-dioxo-1,4-dihydropyrido[2,3-d]pyrimidin-3(2H)-yl)ethyl)carbamate C(C)(C)(C)N(C(O)=O)CCN1C(NC2=C(C1=O)C=C(C=N2)Br)=O.C(C)(C)(C)N[SiH2]NC(C)(C)C